C1(CC1)C1=NC=NC(=C1C1=NC=C(C(=N1)OCC1=CC(=C(C=C1)C=1N(C=C(N1)C(F)(F)F)CC)F)OC)OC 2-(4-cyclopropyl-6-methoxy-pyrimidin-5-yl)-4-[[4-[1-ethyl-4-(trifluoromethyl)imidazol-2-yl]-3-fluoro-phenyl]methoxy]-5-methoxy-pyrimidine